NC1=CC=C(C=C1)[C@@H]1N(C[C@H](CC1)C)C(C(=O)NC=1C=C(C(=NC1)NC(OC(C)(C)C)=O)C)=O tert-butyl (5-(2-((2R,5S)-2-(4-aminophenyl)-5-methylpiperidin-1-yl)-2-oxoacetamido)-3-methylpyridin-2-yl)carbamate